tert-Butyl N-(1-{2-[2-(2-fluoro-4-nitrophenoxy)ethoxy]ethyl}piperidin-4-yl)carbamate FC1=C(OCCOCCN2CCC(CC2)NC(OC(C)(C)C)=O)C=CC(=C1)[N+](=O)[O-]